BrC=1C=NC=C(C1)Cl 3-bromo-5-chloropyridine